CC(=O)OC1CC[C@@]2([C@H]3CC[C@]4([C@H]([C@@H]3CC=C2C1)CCC4OC(=O)C)C)C 4,4-methylenebis(N,N-diglycidylaniline)